1,3-dibromo-5-fluoro-2-iodo-4-methyl-benzene BrC1=C(C(=C(C(=C1)F)C)Br)I